C(C)[C@H]1[C@H](NC(C1(F)F)=O)COC=1C=CC=C2C=C(C=3N(C12)C=CN3)C(=O)N 9-(((2S,3S)-3-ethyl-4,4-difluoro-5-oxopyrrolidin-2-yl)methoxy)imidazo[1,2-a]quinoline-4-carboxamide